(3R)-3-cyano-N-[4-(3-cyanophenyl)-5-(2,6-dimethyl-4-pyridinyl)thiazol-2-yl]pyrrolidine-1-carboxamide C(#N)[C@H]1CN(CC1)C(=O)NC=1SC(=C(N1)C1=CC(=CC=C1)C#N)C1=CC(=NC(=C1)C)C